C(C(C)C)N1C=C(C=CC1=O)C(=O)NC=1SC(=CN1)C1=CC=C(C(=O)O)C=C1 4-(2-(1-isobutyl-6-oxo-1,6-dihydropyridine-3-carboxamido)thiazol-5-yl)benzoic acid